ClC1=C(OC2=C1C=C(C=C2C(=O)O[C@@H](C(F)(F)F)C)Cl)[C@H](C)NC(=O)C=2C=NN1C2N=CC=C1 (R)-1,1,1-Trifluoropropan-2-yl 3,5-dichloro-2-((S)-1-(pyrazolo[1,5-a]pyrimidine-3-carboxamido)ethyl)benzofuran-7-carboxylate